3-[(2,3-dihydrothieno[3,4-b]-[1,4]dioxin-2-yl)methoxy]-1-Pentyl-1-propanesulfonic acid di-n-octylamine salt C(CCCCCCC)NCCCCCCCC.O1C=2C(OCC1COCCC(S(=O)(=O)O)CCCCC)=CSC2